4-fluorophenethyl (1-hydroxy-7-methyl-1,3-dihydrobenzo[c][1,2]oxaborole-6-carbonyl)-L-valinate OB1OCC2=C1C(=C(C=C2)C(=O)N[C@@H](C(C)C)C(=O)OCCC2=CC=C(C=C2)F)C